5-acetyl-2-amino-4-(7-cyanobenzo[b]thiophen-3-yl)-6-methyl-1,4-dihydropyridine-3-carboxylic acid C(C)(=O)C=1C(C(=C(NC1C)N)C(=O)O)C=1C2=C(SC1)C(=CC=C2)C#N